1-benzyl-2-cyanopyridinium tetrakis(pentafluorophenyl)borate diethyl-(4-(6-(5-aminopyrimidin-2-yl)-1,2,4,5-tetrazin-3-yl)phenyl)phosphonate C(C)OP(OCC)(=O)C1=CC=C(C=C1)C=1N=NC(=NN1)C1=NC=C(C=N1)N.FC1=C(C(=C(C(=C1[B-](C1=C(C(=C(C(=C1F)F)F)F)F)(C1=C(C(=C(C(=C1F)F)F)F)F)C1=C(C(=C(C(=C1F)F)F)F)F)F)F)F)F.C(C1=CC=CC=C1)[N+]1=C(C=CC=C1)C#N